COC(C(CC)(O[Si](C1=CC=CC=C1)(C1=CC=CC=C1)C(C)(C)C)NC(=O)OC(C)(C)C)=O (tert-Butoxycarbonylamino)-2-[tert-butyl-(diphenyl)silyl]Oxy-butyric acid methyl ester